5-cyclopropyl-N-phenyl-1,3,4-oxadiazol-2-amine C1(CC1)C1=NN=C(O1)NC1=CC=CC=C1